O=C1NC(CCC1N1C(C2=CC=C3C(=C2C1)OCC31CCN(CC1)CC=1C=C(C#N)C=CC1)=O)=O 3-((7-(2,6-dioxopiperidin-3-yl)-6-oxo-7,8-dihydro-2H,6H-spiro[furo[2,3-e]isoindole-3,4'-piperidin]-1'-yl)methyl)benzonitrile